4-(3-acetyl-5-(((1r,3r)-3-cyanocyclobutyl)methyl)-2-methyl-1H-pyrrol-1-yl)benzonitrile C(C)(=O)C1=C(N(C(=C1)CC1CC(C1)C#N)C1=CC=C(C#N)C=C1)C